1-amino cyclopropane-1-carboxylate C1(CC1)C(=O)ON